FC(C1=CC=C(C=C1)NC1=C(C=CC=C1)C1=NN=C(O1)CCC#N)(F)F 3-(5-(2-((4-(trifluoromethyl)phenyl)amino)phenyl)-1,3,4-oxadiazol-2-yl)propanenitrile